1,2-dipalmitoyl-Stearyl-sn-glycerol C(CCCCCCCCCCCCCCC)(=O)C(C(CCCCCCCCCCCCCCCC)C(CCCCCCCCCCCCCCC)=O)C(O)[C@@H](O)CO